BrC=1C=CC(=C(C1)S(=O)(=O)N(CC1=C(C=C(C=C1)OC)OC)CC1=C(C=C(C=C1)OC)OC)OC 5-bromo-N,N-bis(2,4-dimethoxybenzyl)-2-methoxybenzenesulfonamide